O[C@H]1[C@H](O[C@@]2([C@@H](CCO2)NC(=O)C=2C=3CCCC3C=CC2)[C@@H]([C@H]1N1N=NC(=C1)C1=CC(=C(C(=C1)F)F)F)O)CO N-((4R,5S,7R,8R,9S,10R)-8,10-dihydroxy-7-(hydroxymethyl)-9-(4-(3,4,5-trifluorophenyl)-1H-1,2,3-triazol-1-yl)-1,6-dioxaspiro[4.5]dec-4-yl)-2,3-dihydro-1H-indene-4-carboxamide